CN(C(CC=1C=NN2C1C=CC=C2)C)C N,N-dimethyl-1-(pyrazolo[1,5-a]pyridin-3-yl)propan-2-amine